COC1=C(C=CC(=C1)C=1C=NN(C1)C)NC=1N=CC2=C(N1)C(=NC=C2)N2CC(CC2)CO (1-(2-((2-methoxy-4-(1-methyl-1H-pyrazol-4-yl)phenyl)amino)pyrido[3,4-d]pyrimidin-8-yl)pyrrolidin-3-yl)methanol